5-(4-Amino-7H-pyrrolo[2,3-d]pyrimidin-7-yl)-3-(2-(6-(difluoromethyl)-5-fluoro-3-methyl-1,2,3,4-tetrahydroisochinolin-8-yl)ethyl)cyclopent-3-en-1,2-diol NC=1C2=C(N=CN1)N(C=C2)C2C=C(C(C2O)O)CCC=2C=C(C(=C1CC(NCC21)C)F)C(F)F